ethyl-triphenyl-phosphorus diacetate C(C)(=O)[O-].C(C)(=O)[O-].C(C)[P+2](C1=CC=CC=C1)(C1=CC=CC=C1)C1=CC=CC=C1